S1C2=C(C=C1)C(=CC=C2)N2CCN(CC2)CCCCOC2=CC=C1CCC(N(C1=C2)COC(C(CCC)(C)C)=O)=O 2,2-Dimethylpentanoic acid 7-[4-(4-benzo[b]thiophen-4-ylpiperazin-1-yl)butoxy]-2-oxo-3,4-dihydro-2H-quinolin-1-ylmethyl ester